BrC1=CC=CC=2C=3N(C=NC12)N=C(N3)C3=CC=C(C=C3)OC 7-bromo-2-(4-methoxyphenyl)[1,2,4]triazolo[1,5-c]quinazolin